C(C)(C)(C)OC(=O)N1C[C@@H](N(CC1)C1=NC(=C(C=C1C(=O)OC)C(F)(F)F)Cl)CO (R)-4-(6-chloro-3-(methoxycarbonyl)-5-(trifluoromethyl)pyridin-2-yl)-3-(hydroxymethyl)piperazine-1-carboxylic acid tert-butyl ester